4-chloro-2,5-dimethyl-pyrimidine ClC1=NC(=NC=C1C)C